O=C1N(C2=C(C=NC=C2)N1C1=CC=C(C=C1)NC(C1=CC(=CC=C1)C(F)(F)F)=O)C=1C=C(C=CC1)NC(OC(C)(C)C)=O tert-butyl (3-(2-oxo-3-(4-(3-(trifluoromethyl)benzamido)phenyl)-2,3-dihydro-1H-imidazo[4,5-c]pyridin-1-yl)phenyl)carbamate